1-((1-methylpiperidin-3-yl)amino)pyridine CN1CC(CCC1)NN1CC=CC=C1